methyl (S)-2-(1-(4-ethyl-2-(5-(hydroxymethyl)-1-methyl-1H-pyrazol-4-yl)pyrimidin-5-yl)-5,5-difluoropiperidin-3-yl)acetate C(C)C1=NC(=NC=C1N1C[C@H](CC(C1)(F)F)CC(=O)OC)C=1C=NN(C1CO)C